tert-butyl 4-((S)-4-((benzyloxy) carbonyl)-3-(cyanomethyl) piperazin-1-yl)-2-(methylsulfinyl)-5,8-dihydropyrido[3,4-d]pyrimidine-7(6H)-carboxylate C(C1=CC=CC=C1)OC(=O)N1[C@H](CN(CC1)C=1C2=C(N=C(N1)S(=O)C)CN(CC2)C(=O)OC(C)(C)C)CC#N